(S)-9-(4-Fluorobenzyl)-2,4-dimethyl-1-oxa-4,9-diazaspiro[5.5]undecan-3-on FC1=CC=C(CN2CCC3(CN(C([C@@H](O3)C)=O)C)CC2)C=C1